ClC1=CC(=C(C(=C1)C)C1=CC=C(N=N1)CN[C@@H]1CCC(N(C1)C)=O)O (R)-5-(((6-(4-Chloro-2-hydroxy-6-methylphenyl)pyridazin-3-yl)methyl)amino)-1-methylpiperidin-2-one